(S)-4-(2-amino-3-(1-cyclopropylethyl)phenyl)pyridinecarbonitrile NC1=C(C=CC=C1[C@@H](C)C1CC1)C1=CC(=NC=C1)C#N